2,2-dimethylpropan-1,3-diamine CC(CN)(CN)C